CC1(OC[C@@H]2[C@H](O1)[C@@H]([C@H]([C@]1(O2)OCCCC1)OCC(=O)O)N1N=NC(=C1)C1=CC(=C(C(=C1)F)F)F)C 2-(((2S,4a'R,7'R,8'S,8a'R)-2',2'-dimethyl-8'-(4-(3,4,5-trifluorophenyl)-1H-1,2,3-triazol-1-yl)octahydro-4'H-spiro[pyran-2,6'-pyrano[3,2-d][1,3]dioxin]-7'-yl)oxy)acetic acid